6-ethoxy-N-(2-(2-fluoro-5-methoxypyridin-3-yl)ethyl)-[3,4'-bipyridine]-2'-carboxamide C(C)OC1=CC=C(C=N1)C1=CC(=NC=C1)C(=O)NCCC=1C(=NC=C(C1)OC)F